CN1N=NC(=C1)C=1C=C(C(=CC1)NC[C@H]1OCC1)N (S)-4-(1-methyl-1H-1,2,3-triazol-4-yl)-N1-(oxetan-2-ylmethyl)benzene-1,2-diamine